N[C@H](C(=O)NC(C(=O)O)CC1=CC=C(C=C1)F)C1=CC=C(C=C1)F 2-((S)-2-amino-2-(4-fluorophenyl)acetamido)-3-(4-fluorophenyl)propanoic acid